3-(1-(4-fluoro-2-methylphenyl)-4-oxo-7-(trifluoromethyl)-1,4-dihydroquinazolin-3(2H)-yl)benzamide FC1=CC(=C(C=C1)N1CN(C(C2=CC=C(C=C12)C(F)(F)F)=O)C=1C=C(C(=O)N)C=CC1)C